2-amino-9-((2R,3S,4S,5R)-4-fluoro-3-hydroxy-5-(hydroxymethyl)tetrahydrofuran-2-yl)-7-(prop-2-yn-1-yl)-7,9-dihydro-1H-purine-6,8-dione NC=1NC(C=2N(C(N(C2N1)[C@@H]1O[C@@H]([C@H]([C@H]1O)F)CO)=O)CC#C)=O